ClC=1C=C(C=CC1)[C@@H]1[C@H](C1)C(=O)NC1=NC=NC(=C1)N1[C@H](C[C@@H](C1)O)C=1N=C2N(C=C(C=C2)C2CC2)C1 (1S,2S)-2-(3-chlorophenyl)-N-(6-((2R,4S)-2-(6-cyclopropylimidazo[1,2-a]pyridin-2-yl)-4-hydroxypyrrolidin-1-yl)pyrimidin-4-yl)cyclopropane-1-carboxamide